2-(tert-butylamino)-N'-(3-fluoropyridin-2-yl)-N'-methyl-3-(methyl-d3)-N-((5-(trifluoromethyl)pyridin-2-yl)methyl)quinoline-6-carbohydrazide C(C)(C)(C)NC1=NC2=CC=C(C=C2C=C1C([2H])([2H])[2H])C(=O)N(N(C)C1=NC=CC=C1F)CC1=NC=C(C=C1)C(F)(F)F